8-(4-(((7-bromo-2-(2,6-dioxopiperidin-3-yl)-1-oxoisoindolin-5-yl)methyl)(methyl)amino)piperidin-1-yl)-9-ethyl-6,6-dimethyl-11-oxo-6,11-dihydro-5H-benzo[b]carbazole-3-carbonitrile BrC=1C=C(C=C2CN(C(C12)=O)C1C(NC(CC1)=O)=O)CN(C1CCN(CC1)C=1C(=CC2=C(C(C=3NC4=CC(=CC=C4C3C2=O)C#N)(C)C)C1)CC)C